(3-aminopropyl) disulfide NCCCSSCCCN